Tetrabutyl butane-1,4-diyl bisphosphate P(=O)(OCCCC)(OCCCC)OCCCCOP(=O)(OCCCC)OCCCC